FC=1C(=C(C=CC1)C(=O)N1[C@@H]2[C@@H](C[C@H](C1)CC2)NC2=NC=C(N=C2)C(F)(F)F)C2=NC=CC=N2 (3-fluoro-2-(pyrimidin-2-yl)phenyl)((1S,4R,6R)-6-((5-(trifluoromethyl)pyrazin-2-yl)amino)-2-azabicyclo[2.2.2]octan-2-yl)methanone